C(C1=CC=CC=C1)C1NCC12NCCC2 Benzyl-2,5-diazaspiro[3.4]octane